BrC=1C=C(C(=NC1)C(=O)NC)SCC 5-bromo-3-(ethylsulfanyl)-N-methylpyridine-2-carboxamide